(S)-9-fluoro-3-methyl-7-oxo-10-(piperazin-1-yl)-2,3-dihydro-7H-[1,4]oxazino[2,3,4-ij]quinoline-6-carboxylic acid FC=1C=C2C(C(=CN3C2=C(C1N1CCNCC1)OC[C@@H]3C)C(=O)O)=O